mono3-butene-1-ol itaconate C(C(=C)CC(=O)O)(=O)O.C(CC=C)O